P(=O)(OCCCCCCCCCCCCCCCCCCCCCC)(OCCCCCCCCCCCCCCCCCCCCCC)[O-] di-behenyl phosphate